(5-benzyl-4,5-dihydroisoxazol-3-yl) (4-chlorophenyl) ketone ClC1=CC=C(C=C1)C(=O)C1=NOC(C1)CC1=CC=CC=C1